CN(C(=O)OC(C(=O)OC(C)(C)C)C(CC=O)(C)C)C tert-Butyl 2-(dimethylcarbamoyloxy)-3,3-dimethyl-5-oxo-pentanoate